CC1=C(C(=CC(=C1)C)C(C)(C)C)O 2,4-dimethyl-6-tert-butyl-phenol